C(C)(C)NC1=NC=CC=N1 2-(isopropylamino)pyrimidin